[NH-]N=[N+]=[N-] amidyl azide